BrC1=NC(=C(C(=O)NC)C=C1)Cl 6-bromo-2-chloro-N-methylnicotinamide